5-amino-N-(4-((3-morpholinopropyl)amino)quinolin-8-yl)picolinamide NC=1C=CC(=NC1)C(=O)NC=1C=CC=C2C(=CC=NC12)NCCCN1CCOCC1